CN1N=CC2=CC=C(C=C12)OC1CC2(CN(C2)CCNC2=CC=3N(C=C2)C=NN3)C1 N-[2-[6-(1-Methylindazol-6-yl)oxy-2-azaspiro[3.3]heptan-2-yl]ethyl]-[1,2,4]triazolo[4,3-a]pyridin-7-amine